N=1C=NN2C=NC(=CC21)OC2=C(C=C(C=C2)NC2=NC=NC1=CC=C(C(=C21)N2CC1(C2)OCCN(C1)C)OC)C N-(4-([1,2,4]triazolo[1,5-c]pyrimidin-7-yloxy)-3-methylphenyl)-6-methoxy-5-(8-methyl-5-oxa-2,8-diazaspiro[3.5]nonan-2-yl)quinazolin-4-amine